2,5-dihydroisoxazole O1NC=CC1